4-((5-(4-hydroxypiperidin-1-yl)pyridin-2-yl)amino)-1,6-naphthyridin-5(6H)-one OC1CCN(CC1)C=1C=CC(=NC1)NC1=CC=NC=2C=CNC(C12)=O